C(=C)[P](OCC)(OCC)OCC vinyl-triethoxyphosphorus